COC(=O)C=1OC(=NN1)C1=CC(=NC=C1)OC 5-(2-methoxypyridin-4-yl)-1,3,4-oxadiazole-2-carboxylic acid methyl ester